dimethyltetradecyl-[3-(triethoxysilyl)propyl]ammonium chloride [Cl-].C[N+](CCC[Si](OCC)(OCC)OCC)(CCCCCCCCCCCCCC)C